FC=1C=CC(=C(C1)C1C(NC(N1)=O)=O)OC 5-(5-fluoro-2-methoxyphenyl)imidazolidine-2,4-dione